4-bromo-pyrrolo[2,3-F]-7-azaindole C1=CNC2=NC3=C(C(=C21)Br)NC=C3